4-((1R,3S)-3-hydroxycyclohexylamino)-2-((1r,4R)-4-methoxycyclohexylamino)-N-methylpyrimidine-5-carboxamide O[C@@H]1C[C@@H](CCC1)NC1=NC(=NC=C1C(=O)NC)NC1CCC(CC1)OC